C1(C=CC2=CC=CC=C12)O 1H-Inden-1-ol